[[2-(2-cyclohexyl-1-piperidyl)-2-oxo-acetyl]amino]pyridine-3-carboxamide C1(CCCCC1)C1N(CCCC1)C(C(=O)NC1=NC=CC=C1C(=O)N)=O